OCCN(CCCCCCCC(=O)OC(CCCCCCCC)CCCCCCCC)CCCCCCCC(OCC(CCCCCCC)CCC)=O Heptadecan-9-yl 8-((2-hydroxyethyl)(8-oxo-8-((2-propylnonyl)oxy)octyl)amino)octanoate